tetra(tributylsiloxy)silane C(CCC)[Si](O[Si](O[Si](CCCC)(CCCC)CCCC)(O[Si](CCCC)(CCCC)CCCC)O[Si](CCCC)(CCCC)CCCC)(CCCC)CCCC